CN(C)CCC[Si](OC)(OC)OC gamma-(N,N-dimethyl)aminopropyltrimethoxysilane